OC[C@H](C1=CC=CC=C1)NC1=NC(=NC=C1C=1C=NN(C1)C)NC=1C=C2CCNC(C2=CC1)=O 6-[[4-[[(1S)-2-hydroxy-1-phenyl-ethyl]amino]-5-(1-methylpyrazol-4-yl)pyrimidin-2-yl]amino]-3,4-dihydro-2H-isoquinolin-1-one